FC[C@@H](CO)N1CCS(CC1)(=O)=O (R)-4-(1-fluoro-3-hydroxypropan-2-yl)thiomorpholine 1,1-dioxide